(N-(tert-butoxycarbonyl)-sarcosinyl)-ethyl sarcosinate N(C)CC(=O)OCCC(CN(C)C(=O)OC(C)(C)C)=O